FC1=CC(=C(C=C1C(NC1=NOC=C1)=O)C=1C=NC(=C(C(=O)N(C)C)C1)NC(CO)(C)C)C 5-(4-fluoro-5-(isoxazol-3-ylcarbamoyl)-2-methylphenyl)-2-((1-hydroxy-2-methylpropan-2-yl)amino)-N,N-dimethylnicotinamide